N1C=CC=2C1=CN=CC2C2=CC=C(C#N)C=C2 4-(1H-Pyrrolo[2,3-c]pyridin-4-yl)benzonitrile